FC(OC1=C(C=C(C=C1)SC)C1=NN(C=C1NC(=O)C=1C=NN2C1N=CC=C2)CC=2N=NN(C2)C2CCN(CC2)C2COC2)F N-[3-[2-(difluoromethoxy)-5-methylsulfanyl-phenyl]-1-[[1-[1-(oxetan-3-yl)-4-piperidyl]triazol-4-yl]methyl]pyrazol-4-yl]pyrazolo[1,5-a]pyrimidine-3-carboxamide